C(C1=CC=CC=C1)OCC1(CC1)C(=O)OCC ethyl 1-(benzyloxymethyl)cyclopropanecarboxylate